1,3,5-trichloro-2,4,6-triazine ClC1=NC(=NC(=N1)Cl)Cl